2-(1,3-di-tert-butyl-4-methyl-2-oxoimidazolidin-4-yl)-N-(quinolin-8-yl)acetamide C(C)(C)(C)N1C(N(C(C1)(C)CC(=O)NC=1C=CC=C2C=CC=NC12)C(C)(C)C)=O